C(C(=O)N)(=O)O.FS(=O)(=O)F fluorosulfone oxamate